Methyl 3-(3-(3,3-difluoro-1-(2-(2-fluoro-5-((6-fluoro-4-(methylthio)-1H-indol-5-yl)oxy)phenyl)-1H-imidazol-5-yl)cyclobutyl)phenyl)propanoate FC1(CC(C1)(C1=CN=C(N1)C1=C(C=CC(=C1)OC=1C(=C2C=CNC2=CC1F)SC)F)C=1C=C(C=CC1)CCC(=O)OC)F